1-(9Z,12Z,15Z-octadecatrienoyl)-glycero-3-phospho-(1'-sn-glycerol) CC/C=C\C/C=C\C/C=C\CCCCCCCC(=O)OC[C@H](COP(=O)(O)OC[C@H](CO)O)O